C(C)OC(COC1=C(C=CC(=C1)NC(NC1=CC(=CC=C1)C)=O)OC1=CC=CC=C1)=O 2-(5-{[(3-methylphenyl)carbamoyl]amino}-2-phenoxyphenoxy)acetic acid ethyl ester